C(C)SN1CCN(CC1)CC1=CC=C(C(=O)N)C=C1 4-((4-(ethylsulfanyl)piperazin-1-yl)methyl)benzamide